chloro-6-methoxypyrido[3,4-d]pyrimidine ClC=1N=CC2=C(N1)C=NC(=C2)OC